C(C(C)C)N1[C@@H](CN(CC1)CC1=CC=2N(C=C1)N=CC2N2C(NC(CC2)=O)=O)C (R)-1-(5-((4-isobutyl-3-methylpiperazin-1-yl)methyl)pyrazolo[1,5-a]pyridin-3-yl)dihydropyrimidine-2,4(1H,3H)-dione